2-[2-(Benzylthio)-4-nitrophenyl]-5-cyclopropyl-1,3,4-oxadiazole C(C1=CC=CC=C1)SC1=C(C=CC(=C1)[N+](=O)[O-])C=1OC(=NN1)C1CC1